NC1=C(C(=NN1C1=NC=CC=N1)C(F)(F)F)C1=CCC(CC1)C(=O)OCC ethyl 4-[5-amino-1-pyrimidin-2-yl-3-(trifluoromethyl)pyrazol-4-yl]cyclohex-3-ene-1-carboxylate